C1(=CC(=CC=C1)C=1OCCCN1)C=1OCCCN1 m-phenylenedi(5,6-dihydro-4H-1,3-oxazine)